hexyloxydiisobutylaluminum C(CCCCC)O[Al](CC(C)C)CC(C)C